[Mn].[Pb] Lead-manganese